tert-butyl (1R,4R)-5-((((9H-fluoren-9-yl)methoxy)carbonyl)glycylglycyl-L-phenylalanylglycyl)-2,5-diazabicyclo[2.2.2]octane-2-carboxylate C1=CC=CC=2C3=CC=CC=C3C(C12)COC(=O)NCC(=O)NCC(=O)N[C@@H](CC1=CC=CC=C1)C(=O)NCC(=O)N1[C@H]2CN([C@@H](C1)CC2)C(=O)OC(C)(C)C